ClC1=CC=C(CN2C3(CCN(C3)C3=CC(NC=C3)=O)C(N(CC2=O)C(C)C)=O)C=C1 6-(4-chlorobenzyl)-9-isopropyl-2-(2-oxo-1,2-dihydropyridin-4-yl)-2,6,9-triazaspiro[4.5]decane-7,10-dione